CC(C1=CC=CC=C1)(N)N monomethyl-toluenediamine